(((S)-1-methylpyrrolidin-2-yl)methoxy)quinazoline-6-carbonitrile CN1[C@@H](CCC1)COC1=NC2=CC=C(C=C2C=N1)C#N